6-(2,5-dioxo-2,5-dihydro-1H-pyrrol-1-yl)-N-[(1S)-1-{[(1S)-1-{[4-(iodomethyl)-3-methylphenyl]carbamoyl}ethyl]carbamoyl}-2-methylpropyl]hexanamide O=C1N(C(C=C1)=O)CCCCCC(=O)N[C@@H](C(C)C)C(N[C@@H](C)C(NC1=CC(=C(C=C1)CI)C)=O)=O